N-[4-[[5-(4-bromophenyl)-1-(4-sulfamoylphenyl)pyrazol-3-yl]methyl]phenyl]benzamide BrC1=CC=C(C=C1)C1=CC(=NN1C1=CC=C(C=C1)S(N)(=O)=O)CC1=CC=C(C=C1)NC(C1=CC=CC=C1)=O